maleimidyl diglycolate C(COCC(=O)[O-])(=O)ON1C(C=CC1=O)=O